5-cyano-N-(1-(3,4-difluorophenyl)-2,2,2-trifluoroethyl)pyridine C(#N)C=1C=CCN(C1)C(C(F)(F)F)C1=CC(=C(C=C1)F)F